C(C)(=O)OCC(CO)N 2-amino-1,3-propanediol acetate